(Z)-2-methyl-but-2-enedicarboxylic acid-diethyl ester C(C)OC(=O)C(\C(=C/C)\C)C(=O)OCC